BrC1=CC(N(C=C1OC1=C(C=C(C=C1C(F)(F)F)F)C(F)(F)F)C)=O 4-bromo-5-(4-fluoro-2,6-bis(trifluoromethyl)phenoxy)-1-methylpyridin-2(1H)-one